NC=1N=CC(=NC1OC(C)C1=C(C(=CC=C1Cl)F)Cl)C1=CC=C(C=N1)C(=O)N1CCN(CC1)C (6-{5-amino-6-[1-(2,6-dichloro-3-fluoro-phenyl)-ethoxy]-pyrazin-2-yl}-pyridin-3-yl)-(4-methyl-piperazin-1-yl)-methanone